3-(3-chloro-4-methylphenyl)-1,1-dimethylurea (chloromevalonate) ClC(C(=O)O)[C@@](O)(C)CCO.ClC=1C=C(C=CC1C)NC(N(C)C)=O